Trans-3-(4-bromo-2-methylphenyl)-1-cyano-2,2-dimethylcyclopropanecarboxylic acid BrC1=CC(=C(C=C1)[C@@H]1C([C@]1(C(=O)O)C#N)(C)C)C